3-chloro-2-(4,4-difluorocyclohexyl)-5-isocyanatopyridine ClC=1C(=NC=C(C1)N=C=O)C1CCC(CC1)(F)F